BrC1=NC=C(C=C1)CN1CCCCC1 2-bromo-5-(piperidin-1-ylmethyl)pyridine